ClC1=CC=C2C(=NC(NC2=C1)=O)N(C)C 7-chloro-4-(dimethylamino)quinazolin-2(1H)-one